FC1=CC=C(C=C1)\C(\C)=N\NC(=O)OC(C)(C)C (E)-tert-Butyl 2-(1-(4-fluorophenyl)ethylidene)hydrazinecarboxylate